1-(5-chloro-2-((5-cyclopropyl-2-methyl-1,2,3,4-tetrahydroisoquinolin-7-yl)amino)pyrimidin-4-yl)-1H-indole-3-carboxamide ClC=1C(=NC(=NC1)NC1=CC(=C2CCN(CC2=C1)C)C1CC1)N1C=C(C2=CC=CC=C12)C(=O)N